C(C)SC=1C=2N(C=C(C1)C=1C=NN(C1)[C@@H]1CNCCC1)N=CC2C#N 4-ethylsulfanyl-6-[1-[(3S)-3-piperidyl]pyrazol-4-yl]pyrazolo[1,5-a]pyridine-3-carbonitrile